1-(3-((1H-imidazol-4-yl)methoxy)pyridin-2-yl)-N-(3-chloro-5-(methylsulfonamido)phenyl)-1H-pyrazole-4-carboxamide N1C=NC(=C1)COC=1C(=NC=CC1)N1N=CC(=C1)C(=O)NC1=CC(=CC(=C1)NS(=O)(=O)C)Cl